TERT-BUTYL 4-((8-((TERT-BUTOXYCARBONYL) (2-(TRIFLUOROMETHOXY)BENZYL)AMINO)-3-ISOPROPYLIMIDAZO[1,2-B]PYRIDAZIN-6-YL)AMINO)PIPERIDINE-1-CARBOXYLATE HYDROCHLORIDE Cl.C(C)(C)(C)OC(=O)N(C=1C=2N(N=C(C1)NC1CCN(CC1)C(=O)OC(C)(C)C)C(=CN2)C(C)C)CC2=C(C=CC=C2)OC(F)(F)F